4-(4-methylpiperazin-1-yl)-N-[5-(trifluoromethyl)isoquinolin-8-yl]benzamide hydrochloride Cl.CN1CCN(CC1)C1=CC=C(C(=O)NC=2C=CC(=C3C=CN=CC23)C(F)(F)F)C=C1